dl-2,2-diethylpropyldiethoxysilane C(C)C(C[SiH](OCC)OCC)(C)CC